C(C)N1C(SC2=C1C=CC=C2)=CC=C2C(N(C(S2)=S)CC(=O)O)=O [5-[2-(3-ethyl-3H-benzothiazol-2-ylidene)ethylidene]-4-oxo-2-thioxothiazolidin-3-yl]acetic acid